trimethyl(hexyl)phosphonium C[P+](CCCCCC)(C)C